1-(4-(trifluoromethyl)phenyl)cyclobutan-1-ol FC(C1=CC=C(C=C1)C1(CCC1)O)(F)F